2-[5-[bis(t-Butoxycarbonyl)amino]-3-chloro-2-pyridinyl]triazole-4-carboxylic acid methyl ester COC(=O)C1=NN(N=C1)C1=NC=C(C=C1Cl)N(C(=O)OC(C)(C)C)C(=O)OC(C)(C)C